C(C)N1C[C@@H]2[C@H](CC1)CCN2C2=CC(=C(N=N2)C2=C(C=C(C=C2)C)O)C(F)F 2-[6-[(3aR,7aS)-6-ethyl-3,3a,4,5,7,7a-hexahydro-2H-pyrrolo[2,3-c]pyridin-1-yl]-4-(difluoromethyl)pyridazin-3-yl]-5-methyl-phenol